ClC1=CC2=C(C=N1)C=C(N2)C2=NC(=NC=C2)C 6-chloro-2-(2-methylpyrimidin-4-yl)-1H-pyrrolo[3,2-c]Pyridine